3-(8-Azido-1,7-dioxa-2,3,5,6-tetrahydro-s-indacen-4-yloxy)-1-propanamine N(=[N+]=[N-])C=1C=2OCCC2C(=C2CCOC12)OCCCN